C(CCCCCCCCCCCCCCC)(=O)OCC(O)CO Glyceryl mono-palmitate